N-(4-{[(2-aminophenyl)thiocarbamoyl]amino}-4-[3-(trifluoromethyl)phenyl]butyl)acetamide NC1=C(C=CC=C1)NC(=S)NC(CCCNC(C)=O)C1=CC(=CC=C1)C(F)(F)F